NC1=C(C=C(C#N)C=C1NCC#C)F 4-amino-3-fluoro-5-(prop-2-ynylamino)benzonitrile